Cl.Cl.N1=CC(=CC=C1)CC=1N=C(C2=C(N1)NC=C2)N [(pyridin-3-yl)methyl]-7H-pyrrolo[2,3-d]pyrimidin-4-amine dihydrochloride